1-(6-fluoro-8-hydroxy-4-methylquinazolin-2-yl)-3-(1-methylpiperidin-4-yl)guanidine FC=1C=C2C(=NC(=NC2=C(C1)O)NC(=N)NC1CCN(CC1)C)C